C(CCCC)OC(C=1C(O)=CC=CC1)=O Salicylic acid amyl ester